(7S)-9-(benzyloxy)-7-(((tert-butyldimethylsilyl)oxy)methyl)-6-azaspiro[3.5]nonane-6-carboxylic acid C(C1=CC=CC=C1)OC1C[C@H](N(CC12CCC2)C(=O)O)CO[Si](C)(C)C(C)(C)C